1,1,1-tris(hydroxymethyl)butane OCC(CCC)(CO)CO